CC(=CCC(=O)O)CCC=C(C)C 4,8-dimethyl-3,7-nonadienoic acid